ClCCOCCOCCOCCOCCCl 1,14-dichloro-3,6,9,12-tetraoxatetradecane